ethylimino-[2-[3-ethylsulfonyl-6-(1,2,4-triazol-1-yl)-2-pyridinyl]-1,3-benzoxazol-5-yl]-oxo-(trifluoromethyl)-lambda6-Sulfane C(C)N=S(C(F)(F)F)(=O)C=1C=CC2=C(N=C(O2)C2=NC(=CC=C2S(=O)(=O)CC)N2N=CN=C2)C1